COC([C@@H](NC(CCCCCCC\C=C/CCCCCCCC)=O)CO)=O Oleoyl-L-serine methyl ester